[Cl-].C(=O)(O)CCC[N+](C)(C)C [3-carboxypropyl]trimethylammonium chloride